1,3,5-trimethyl-2,4,6-tris[3,5-di-t-butyl-4-hydroxybenzyl]benzene CC1=C(C(=C(C(=C1CC1=CC(=C(C(=C1)C(C)(C)C)O)C(C)(C)C)C)CC1=CC(=C(C(=C1)C(C)(C)C)O)C(C)(C)C)C)CC1=CC(=C(C(=C1)C(C)(C)C)O)C(C)(C)C